FC=1C=CC(=C(C1)C1=CC(=C(N1C)C)C(=O)N(C=1C=NN(C1)C)C1=CC=C(C=C1)O)C(=O)N1CC2=CC=CC=C2C[C@H]1C(F)(F)F 5-(5-fluoro-2-{[(3S)-3-(trifluoromethyl)-3,4-dihydroisoquinolin-2(1H)-yl]carbonyl}phenyl)-N-(4-hydroxyphenyl)-1,2-dimethyl-N-(1-methyl-1H-pyrazol-4-yl)-1H-pyrrole-3-carboxamide